C(CCC#C)(=O)[O-] pent-4-ynoate